(3R*,4R*)-4-{[1-(2,4-Difluoro-phenyl)-1H-[1,2,3]triazole-4-carbonyl]-amino}-1-(2-methyl-cyclopentyl)-piperidine-3-carboxylic acid ((R)-1-cyclobutyl-ethyl)-amide C1(CCC1)[C@@H](C)NC(=O)[C@@H]1CN(CC[C@H]1NC(=O)C=1N=NN(C1)C1=C(C=C(C=C1)F)F)C1C(CCC1)C |o1:9,14|